O=C1CCC=2C(=CC=NC2N1)OC1=CC=C(C=N1)N1C(N(CC1=O)C=1C=NC=C(C1)C(F)(F)F)=O 3-{6-[(7-oxo-5,6,7,8-tetrahydro-1,8-naphthyridin-4-yl)oxy]-3-pyridinyl}-1-[5-(trifluoromethyl)-3-pyridinyl]-2,4-imidazolidinedione